C1(CCC1)CN(C(OC(C)(C)C)=O)[C@H]1CN(CCC1)C=1N=NC(=CC1)C(C)N1N=NC(=C1)C=1C=NC=C(C1)N1CCCC1 tert-butyl (cyclobutylmethyl)((3R)-1-(6-(1-(4-(5-(pyrrolidin-1-yl)pyridin-3-yl)-1H-1,2,3-triazol-1-yl)ethyl)pyridazin-3-yl)piperidin-3-yl)carbamate